OCC(=O)[C@@H](O)[C@H](O)[C@H](O)[C@H](O)[C@H](O)CO D-Glycero-D-Altro-Octulose